BrC=1C=CC(=C(C1)[S@@](=O)C=1N=NN(C1)CC1OCC(CO1)(C)C)C |r| (RS)-4-((5-bromo-2-methylphenyl)sulfinyl)-1-((5,5-dimethyl-1,3-dioxan-2-yl)methyl)-1H-1,2,3-triazole